(1S,2S,3S)-N-[6-[4-((3S,4S)-4-fluoro-3-methyl-tetrahydrofuran-3-yl)piperazin-1-yl]-7-methyl-3-isoquinolinyl]-2-methyl-3-(1-methylpyrazol-4-yl)cyclopropanecarboxamide F[C@H]1[C@@](COC1)(C)N1CCN(CC1)C=1C=C2C=C(N=CC2=CC1C)NC(=O)[C@H]1[C@H]([C@@H]1C=1C=NN(C1)C)C